C(C#CC)N1CCC(CC1)CCN1N=C(C2=CC=C(C=C12)NC(=O)C=1C(=C2C=CC(OC2=CC1)(C)C)OC)C N-(1-(2-(1-(but-2-ynyl)piperidin-4-yl)ethyl)-3-methyl-1H-indazol-6-yl)-5-methoxy-2,2-dimethyl-2H-chromen-6-carboxamide